tert-butyl(2-fluoro-3-iodopropyloxy)dimethylsilane C(C)(C)(C)[Si](C)(C)OCC(CI)F